ClS(=O)(=O)C1CC(C1)NC(OC(C)(C)C)=O tert-Butyl ((1r,3r)-3-(chlorosulfonyl)cyclobutyl)carbamate